C(#N)C1=CC=C(OC(C2=CC=C(C(=O)NCCO)C=C2)C(NC=2SC3=C(N2)C=C(C(=C3)OC)OC)=O)C=C1 4-[(4-Cyano-phenoxy)-(5,6-dimethoxy-benzothiazol-2-ylcarbamoyl)-methyl]-N-(2-hydroxy-ethyl)-benzamide